(R and S)-Ethyl 2-(((benzyloxy)carbonyl)amino)-3,3,3-trifluoro-2-hydroxypropanoate C(C1=CC=CC=C1)OC(=O)N[C@@](C(=O)OCC)(C(F)(F)F)O |r|